OC[C@H](C1=CC=CC=C1)NC1=NC(=NC=C1C=1OC(=NN1)CN1CCNCC1)NN1C(C2=CC=CC=C2CC1)=O ((4-(((1S)-2-hydroxy-1-phenyl-ethyl)amino)-5-(5-(piperazin-1-ylmethyl)-1,3,4-oxadiazol-2-yl)pyrimidin-2-yl)amino)-3,4-dihydro-2H-isoquinolin-1-one